[Ti].[Fe] iron-titanium salt